[C@H]12N(C[C@H](NC1)C2)C=2C=C1C(N(C(C1=CC2)=O)N2C(NC(CC2)=O)=O)=O 5-((1R,4R)-2,5-diazabicyclo[2.2.1]heptane-2-yl)-2-(2,4-dioxotetrahydropyrimidine-1(2H)-yl)isoindoline-1,3-dione